(Cbz)-allo-threonine C(=O)(OCC1=CC=CC=C1)N[C@@H]([C@@H](O)C)C(=O)O